C12CNCC(CC1)N2C=2SC=1CN(CCC1N2)C(COC2=C(C=CC=C2)OCCOC)=O 1-(2-(3,8-diazabicyclo[3.2.1]octan-8-yl)-6,7-dihydrothiazolo[5,4-c]pyridin-5(4H)-yl)-2-(2-(2-methoxyethoxy)phenoxy)ethan-1-one